C(C)OC1=C(C=CC(=C1)OCC)C1=NC(=CC(=C1)C1=CC=C(C=C1)NC1=CC=C(C=C1)CCCCCC)C1=C(C=C(C=C1)OCC)OCC 2,6-bis(2,4-diethyloxyphenyl)-4-(4-(4-hexylphenyl)aminophenyl)pyridine